5-(cyclohexylmethyl)-N-(4-(5-((4-hydroxy-4-methylpentyl)oxy)-2-methylphenyl)pyridin-2-yl)-4H-1,2,4-triazole-3-carboxamide C1(CCCCC1)CC=1NC(=NN1)C(=O)NC1=NC=CC(=C1)C1=C(C=CC(=C1)OCCCC(C)(C)O)C